N-(1'-(4-methyl-6-(1,1,2-trifluoroethyl)pyridin-2-yl)-1',2'-dihydrospiro[cyclopropane-1,3'-pyrrolo[3,2-c]pyridin]-6'-yl)acetamide CC1=CC(=NC(=C1)C(CF)(F)F)N1CC2(C=3C=NC(=CC31)NC(C)=O)CC2